4,5-dimethoxy-2-(methoxycarbonyl)benzoic acid COC1=CC(=C(C(=O)O)C=C1OC)C(=O)OC